3-(2,3,5,6-tetrafluoro-3'-trifluoromethoxybiphenyl-4-ylcarbamoyl)-thiophene-2-carboxylic acid FC1=C(C(=C(C(=C1F)NC(=O)C1=C(SC=C1)C(=O)O)F)F)C1=CC(=CC=C1)OC(F)(F)F